C(C1=CC=CC=C1)N1N=CC(=C1)C1=NC=2N3C(N(C(C2N1)=O)CCC)=NC=C3 2-(1-Benzylpyrazol-4-yl)-5-propyl-3H-imidazo[2,1-b]purin-4-one